P(O)(O)(=S)O[C@H]1[C@H]([C@@H](O[C@@H]1CO)N1C(=O)N=C(N)C=C1)OC 2'-O-methyl cytidine-3'-phosphorothioate